C(C)P(=O)(CC)C1=CC2=C(N=C(N=C2)C)C=N1 6-(diethylphosphoryl)-2-methylpyrido[3,4-d]pyrimidin